(5S)-8-chloro-7-(2,6-difluorophenyl)-2-(2-ethoxyethyl)-5-methyl-9-(trifluoromethyl)-5H-pyrimido[1,2-a][1,4]benzodiazepin-3-one ClC1=C(C=CC2=C1C(=N[C@H](C=1N2C=C(C(N1)=O)CCOCC)C)C1=C(C=CC=C1F)F)C(F)(F)F